2-octadecene oxide CC1C(CCCCCCCCCCCCCCC)O1